CS(=O)(=O)O.NC=1C(=NC(=C(N1)N)Cl)C(=O)NC(=N)NCCCCC1=CC=C(C=C1)OCC(CO)O N-(3,5-Diamino-6-chloropyrazine-2-carbonyl)-N'-{4-[4-(2,3-dihydroxypropoxy)-phenyl]butyl}guanidine methanesulfonate